N-(3,5-difluoro-4-{[7-(2-hydroxy-2-methylpropoxy)-6-methoxy-quinolin-4-yl]oxy}-phenyl)-4-methoxypyridine-3-carboxamide FC=1C=C(C=C(C1OC1=CC=NC2=CC(=C(C=C12)OC)OCC(C)(C)O)F)NC(=O)C=1C=NC=CC1OC